4-(3-(piperidin-1-yl)propoxy)phenethylcarbamic acid tert-butyl ester C(C)(C)(C)OC(NCCC1=CC=C(C=C1)OCCCN1CCCCC1)=O